CN1C(C2=C(C(=C1)C=1C=C(C(=O)OC)C=CC1OC1=CC(=CC=C1)OCCOC1CCNCC1)C=CN2S(=O)(=O)C2=CC=C(C=C2)C)=O methyl 3-[6-methyl-7-oxo-1-(p-tolylsulfonyl)pyrrolo[2,3-c]pyridin-4-yl]-4-[3-[2-(4-piperidyloxy)ethoxy]phenoxy]benzoate